C(=O)(OC(C)(C)C)N1CC(CCC1)C=O 1-Boc-piperidine-3-carbaldehyde